3-(2,6-dichlorophenyl)-1-methyl-8-(1-(pyrrolidin-2-ylmethyl)-1H-pyrazol-4-yl)-1,7-dihydro-2H-pyrrolo[3',2':5,6]pyrido[4,3-d]pyrimidine-2,4(3H)-dione ClC1=C(C(=CC=C1)Cl)N1C(N(C2=C(C1=O)C=NC1=C2C=C(N1)C=1C=NN(C1)CC1NCCC1)C)=O